ClC=1C=C(C=C(C1)Cl)S(=O)(=O)N1[C@@H](C[C@H](C1)OC1=C(C=C(C=C1)I)F)C(=O)NC (2S,4R)-1-((3,5-dichlorophenyl)sulfonyl)-4-(2-fluoro-4-iodophenoxy)-N-methylpyrrolidine-2-carboxamide